CCCCCCCC(C(=O)O)N aminopelargonic acid